C(C=C)N1N=CC(=C1)C1=NC=2N3C(N(C(C2N1)=O)CCC)=NC=C3 2-(1-allylpyrazol-4-yl)-5-propyl-3H-imidazo[2,1-b]purin-4-one